N-(5-fluoro-1H-indol-3-yl)-6-(piperidin-1-yl)-3,4-dihydroisoquinoline FC=1C=C2C(=CNC2=CC1)N1CC2=CC=C(C=C2CC1)N1CCCCC1